COC1=C(CNC=2C=C3CCN(CC3=CN2)C(=O)OC(C)(C)C)C=CC(=C1)OC tert-Butyl 6-((2,4-dimethoxybenzyl)amino)-3,4-dihydro-2,7-naphthyridine-2(1H)-carboxylate